N-{4-[4-amino-7-(trans-4-cyanocyclohexyl)pyrrolo[2,1-f][1,2,4]triazin-5-yl]-3-fluorophenyl}-1-(4-fluorophenyl)-2-oxo-1,2-dihydropyridine-3-carboxamide NC1=NC=NN2C1=C(C=C2[C@@H]2CC[C@H](CC2)C#N)C2=C(C=C(C=C2)NC(=O)C=2C(N(C=CC2)C2=CC=C(C=C2)F)=O)F